FC=1C=C2CC3(CCN(CC3)C3=NC4=C(C=5N3C=CN5)C(=NN4CC4=CC=C(C=C4)OC)I)[C@@H](C2=CC1)N (S)-5-fluoro-1'-(9-iodo-7-(4-methoxybenzyl)-7H-imidazo[1,2-c]pyrazolo[4,3-e]pyrimidin-5-yl)-1,3-dihydrospiro[inden-2,4'-piperidin]-1-amine